CN(CCNC(C=C)=O)C1CCOCC1 N-[2-[methyl(tetrahydro-2H-pyran-4-yl)amino]ethyl]-2-Propenamide